L-rhamnose iodide [I-].O=C[C@H](O)[C@H](O)[C@@H](O)[C@@H](O)C